O=CCC1CCC2(CCN(CC2)C(=O)OC(C)(C)C)CC1 tert-butyl 9-(2-oxoethyl)-3-azaspiro[5.5]undecan-3-carboxylate